NC1=NC=NN2C1=C(C=C2C=2C=C(C(=NC2)OC)C(=O)N[C@@H]2CN(C[C@@H]2F)C(=O)C=2C=NC=CC2Cl)CN2CCC(CC2)(F)F 5-{4-amino-5-[(4,4-difluoropiperidin-1-yl)methyl]pyrrolo[2,1-f][1,2,4]triazin-7-yl}-N-[(3R,4S)-1-(4-chloropyridine-3-carbonyl)-4-fluoropyrrolidin-3-yl]-2-methoxypyridine-3-carboxamide